4-hydroxy-5-isopropyl-1,2-oxazole-3-carboxylic acid ethyl ester C(C)OC(=O)C1=NOC(=C1O)C(C)C